P1(=O)(OSSO1)[O-].[Cd+2].S1SOP(=O)(O1)[O-] cadmium dithio phosphate